1-allyl-3-vinylimidazolium chloride salt [Cl-].C(C=C)N1C=[N+](C=C1)C=C